ClC1(C(NC2=CC=CC=C12)=O)Cl 3,3-dichlorooxindole